2-(pyrimidin-2-yl)-2,6,7,8-tetrahydro-1H-pyrrolo[2,3-e][1,2,4]triazolo[4,3-a]pyridin-1-one N1=C(N=CC=C1)N1N=C2N(C3=C(C=C2)NCC3)C1=O